S(=O)(=O)(O[C@@H](C)C[C@@H](C)N(C)CC1=CC=C(C=C1)OC)O (2S,4R)-4-((4-methoxybenzyl)(methyl)amino)pentan-2-yl hydrogen sulfate